C1(=CC=CC=C1)CCCC1=NOC(=N1)[C@H]1NC[C@@H](C1)O 3-(3-phenylpropyl)-5-[(2s,4r)-4-hydroxypyrrolidin-2-yl]-1,2,4-oxadiazole